BrC1=CC=C(C=C1)C=1OC2=C(N1)C=C1C=CC=CC1=C2 2-(4-bromophenyl)naphtho[2,3-d]oxazole